[Si](C1=CC=CC=C1)(C1=CC=CC=C1)(C(C)(C)C)O[C@@H]1C[C@@H]([C@@H](C1)N)C |r| (±)-(1R*,2S*,4R*)-4-((tert-butyldiphenylsilyl)oxy)-2-methylcyclopentan-1-amine